CC=1SC(=CN1)[C@](C)(C#C)O (S)-2-(2-Methylthiazol-5-yl)but-3-yn-2-ol